tert-butyl (R)-5-amino-4-(5-(1-(1-methyl-1H-imidazol-4-yl)-4-(pyrrolidin-1-ylmethyl)-1H-pyrrolo[2,3-b]pyridin-6-yl)-1-oxoisoindolin-2-yl)-5-oxopentanoate NC([C@@H](CCC(=O)OC(C)(C)C)N1C(C2=CC=C(C=C2C1)C1=CC(=C2C(=N1)N(C=C2)C=2N=CN(C2)C)CN2CCCC2)=O)=O